Pyridine-2-carboxylic acid (3-ethanesulfonylamino-adamantan-1-yl)-amide C(C)S(=O)(=O)NC12CC3(CC(CC(C1)C3)C2)NC(=O)C2=NC=CC=C2